N-(3,5-di-t-butylbenzyl)-carbazole C(C)(C)(C)C=1C=C(CN2C3=CC=CC=C3C=3C=CC=CC23)C=C(C1)C(C)(C)C